5-methoxy-1H-imidazo[4,5-b]pyridine-6-carboxamide COC1=C(C=C2C(=N1)N=CN2)C(=O)N